C(C)C(C(=O)OCCC1=CC=C(C=C1)C1(NN=CC=C1)C(F)(F)F)C(=O)NC1=CC=C(C=C1)OC 2-(4-(3-(trifluoromethyl)-3H-diazin-3-yl)phenyl)ethan-1-ol Ethyl-3-((4-methoxyphenyl)amino)-3-oxopropionate